N-(4-chloro-5-fluoro-2-(1-hydroxyethyl)phenyl)acrylamide ClC1=CC(=C(C=C1F)NC(C=C)=O)C(C)O